3,5,6-tricarboxynorbornene-2-acetic acid C(=O)(O)C1=C(C2C(C(C1C2)C(=O)O)C(=O)O)CC(=O)O